(1R,3S,5R)-2-(2-(3-acetyl-5-(2-methylpyrimidin-5-yl)-1H-indazol-1-yl)acetyl)-5-methyl-N-((S)-pentan-2-yl)-2-azabicyclo[3.1.0]hexane-3-carboxamide C(C)(=O)C1=NN(C2=CC=C(C=C12)C=1C=NC(=NC1)C)CC(=O)N1[C@@H]2C[C@@]2(C[C@H]1C(=O)N[C@@H](C)CCC)C